(R)-N-[(7S)-1'-(7-bromo-6-methyl-pyrazolo[1,5-a]pyrazin-4-yl)spiro[5,7-dihydro-cyclopenta[c]pyridin-6,4'-piperidin]-7-yl]-2-methyl-propane-2-sulfinamide BrC1=C(N=C(C=2N1N=CC2)N2CCC1(CC2)CC2=C(C=NC=C2)[C@H]1N[S@](=O)C(C)(C)C)C